S1C=CC=2C1=NC=CC2NCC2=C(C(=O)O)C=CC=C2 ((thieno[2,3-b]pyridin-4-ylamino)methyl)benzoic acid